ClC1=CC(=NC=C1)C(CCC[C@H](C(=O)O)C)=O |r| rac-6-(4-chloropyridin-2-yl)-2-methyl-6-oxohexanoic acid